2,4-dichloro-5-methanesulfonylpyrimidine ClC1=NC=C(C(=N1)Cl)S(=O)(=O)C